ClCC(=O)NC1=C(C=CC(=C1)N(C)C)CCC 2-chloro-N-(5-(dimethylamino)-2-propylphenyl)acetamide